ClC=1C(=C(OC2=CC=C(C=C2)C=2N=C(N3C2C(=NC=C3)C)[C@H]3N(CCCC3)C(C#CC)=O)C=CC1)F (S)-1-(2-(1-(4-(3-chloro-2-fluorophenoxy)phenyl)-8-methylimidazo[1,5-a]pyrazin-3-yl)piperidin-1-yl)but-2-yn-1-one